1-(2,3,4-trimethoxyphenyl)ethanone COC1=C(C=CC(=C1OC)OC)C(C)=O